2-(4-(allyloxy)phenyl)-7-bromo-9,9-dicetyl-9H-fluorene C(C=C)OC1=CC=C(C=C1)C1=CC=2C(C3=CC(=CC=C3C2C=C1)Br)(CCCCCCCCCCCCCCCC)CCCCCCCCCCCCCCCC